C(C)OC1=C(C=CC=C1)C1=NC=2CN(CC3(C2C=C1)CCNCC3)C[C@@H]3N(CCC3)C(=O)OC(C)(C)C tert-butyl (R)-2-((2'-(2-ethoxyphenyl)-6'H-spiro[piperidine-4,5'-[1,7]naphthyridin]-7'(8'H)-yl)methyl)pyrrolidine-1-carboxylate